ClC1=CN(C2=NC=C(C=C21)C(=O)N2CCC(CC2)F)C2=CC=C(C(=O)N)C=C2 4-(3-chloro-5-(4-fluoropiperidine-1-carbonyl)-1H-pyrrolo[2,3-b]pyridin-1-yl)benzamide